6-amino-9-{[1,4'-bipiperidin]-4-yl}-7-(4-phenoxyphenyl)purin-8-one NC1=C2N(C(N(C2=NC=N1)C1CCN(CC1)C1CCNCC1)=O)C1=CC=C(C=C1)OC1=CC=CC=C1